CN(C(=O)C=1C=C(C=C(C1)C1=CC=CC=C1)SC1=CN=C(S1)CNC(OCCCC)=O)C butyl ((5-((5-(dimethylcarbamoyl)-[1,1'-biphenyl]-3-yl)thio)thiazol-2-yl)methyl)carbamate